CC1(C(CCC2(C1)OC1=CC=CC=C1CC2)=O)C 5',5'-dimethyl-4'-oxospiro[chromane-2,1'-cyclohexan]